C(C)(C)(C)NS(=O)(=O)C=1C=C(C=CC1)NC(C1=C(C=C(C=C1)I)F)=O N-(3-(N-(tert-butyl)sulfamoyl)phenyl)-2-fluoro-4-iodobenzamide